(S)-(-)-mandelic acid C([C@@H](O)C1=CC=CC=C1)(=O)O